[Si](C1=CC=CC=C1)(C1=CC=CC=C1)(C(C)(C)C)OCCO 2-{{tert-butyldiphenylsilyl}oxy}ethan-1-ol